2-benzyl-4-isopropyl-1,2,4-thiadiazole-3,5-dione C(C1=CC=CC=C1)N1SC(N(C1=O)C(C)C)=O